C(C)N(CCC(C)C)F (N-ethyl-N-isoamylamino)fluoran